COC=1C=C2C(=CN1)NC(C2)C(=O)[O-] 5-methoxy-2,3-dihydro-1H-pyrrolo[2,3-c]pyridine-2-carboxylate